methyl-4-(2,2,6-trimethylcyclohexen-1-yl)-2-butenal CC(C=O)=CCC=1C(CCCC1C)(C)C